COC1=C(C=C(C(=C1)N=NC1=CC=C(C=C1)[N+](=O)[O-])OC)N=NC1=CC(=C(C=C1OC)N(CCO)CCO)OC 2,2'-((4-((2,5-dimethoxy-4-((4-nitrophenyl)diazenyl)phenyl)diazenyl)-2,5-dimethoxyphenyl)azanediyl)bis(ethan-1-ol)